COC(=O)C=1C(N(C2=CC(=CC=C2C1N)Br)C=1C=NC(=CC1)C(C)O)=O 4-Amino-7-bromo-1-(6-(1-hydroxyethyl)pyridin-3-yl)-2-oxo-1,2-dihydroquinoline-3-carboxylic acid methyl ester